(R)-N-((S)-1-(((S)-1-(3-(adamantan-1-yl)methyl-1,2,4-oxadiazol-5-yl)-2-(1H-imidazol-4-yl)ethyl)amino)-3-(4-hydroxy-2,6-dimethylphenyl)-1-oxopropan-2-yl)-4-amino-2-guanidinobutyramide C12(CC3CC(CC(C1)C3)C2)CC2=NOC(=N2)[C@H](CC=2N=CNC2)NC([C@H](CC2=C(C=C(C=C2C)O)C)NC([C@@H](CCN)NC(=N)N)=O)=O